O[C@@H](CCC(/C(/C#N)=C/C1=CC2=CC=C(C=C2C=C1)N1CCCCC1)=O)CO (S,E)-6,7-dihydroxy-3-oxo-2-((6-(piperidin-1-yl)naphthalen-2-yl)methylene)heptanenitrile